CN(C(CC([C@@H](C(=O)N1[C@@H](C[C@H](C1)O)C(N[C@@H](C)C1=CC=C(C=C1)C#C)=O)NC(OC1=CC=CC=C1)=O)(C)C)=O)C Phenyl ((S)-5-(dimethylamino)-1-((2S,4R)-2-(((S)-1-(4-ethynylphenyl)ethyl)carbamoyl)-4-hydroxypyrrolidin-1-yl)-3,3-dimethyl-1,5-dioxopentan-2-yl)carbamate